FC1(OC(OC1(C(F)(F)F)F)(C(=O)O)C(F)(F)F)F 4,4,5-trifluoro-2,5-bis(trifluoromethyl)-1,3-dioxolane-2-carboxylic acid